NCCNC1CCC(CC1)CC(=O)N1CC(C1)OC1=C(C2=C([C@H]3[C@@H](B(O2)O)C3)C=C1)C(=O)O (1aS,7bR)-5-{[1-({(1s,4s)-4-[(2-aminoethyl)amino]cyclohexyl}acetyl)azetidin-3-yl]oxy}-2-hydroxy-1,1a,2,7b-tetrahydrocyclopropa[c][1,2]benzoxaborinine-4-carboxylic acid